ClC=1C(=C(C=CC1N=NC1=CC=CC=C1)O)N=NC1=CC=CC=C1 3-chloro-2,4-di(phenylazo)phenol